benzyl (5-((2S,4S)-1-((R)-2-(1-naphthamido)-3-cyclohexylpropanoyl)-4-(5-(2-hydroxypropan-2-yl)-1H-1,2,3-triazol-1-yl)pyrrolidine-2-carboxamido)-7-amino-6,7-dioxoheptyl)carbamate C1(=CC=CC2=CC=CC=C12)C(=O)N[C@@H](C(=O)N1[C@@H](C[C@@H](C1)N1N=NC=C1C(C)(C)O)C(=O)NC(CCCCNC(OCC1=CC=CC=C1)=O)C(C(=O)N)=O)CC1CCCCC1